(1s,3s)-3-((benzyloxy)methyl)cyclobutanol C(C1=CC=CC=C1)OCC1CC(C1)O